ClCCN1CCN2C1=C(C=CC2=O)[N+](=O)[O-] 1-(2-chloroethyl)-8-nitro-2,3-dihydro-imidazo[1,2-a]pyridin-5(1H)-one